(R)-3-((6-Bromo-3-((1-((dimethylamino)meth-yl)cyclopropyl)methoxy)-5-fluoro-7,9-dihydrofuro-[3,4-f]quinazolin-1-yl)-amino)pyrrolidin-2-one BrC=1C2=C(C=3C(=NC(=NC3C1F)OCC1(CC1)CN(C)C)N[C@H]1C(NCC1)=O)COC2